4-(pentafluoro-λ6-sulfanyl)-N-[trans-4-(4-{imidazo[1,2-a]pyrazin-6-yl}benzenesulfonyl)cyclohexyl]aniline FS(C1=CC=C(N[C@@H]2CC[C@H](CC2)S(=O)(=O)C2=CC=C(C=C2)C=2N=CC=3N(C2)C=CN3)C=C1)(F)(F)(F)F